2-(1-Benzothiophen-3-yl)-8-ethyl-5-[(2-methylphenyl)methoxy]quinoline S1C=C(C2=C1C=CC=C2)C2=NC1=C(C=CC(=C1C=C2)OCC2=C(C=CC=C2)C)CC